2-(1,3-benzodioxol-5-yloxy)-N-(2-pyridyl)-N-(tetrahydrofuran-2-ylmethyl)acetamide O1COC2=C1C=CC(=C2)OCC(=O)N(CC2OCCC2)C2=NC=CC=C2